C(C)(=O)OCC=C(C)C 3-methylbut-2-en-1-yl acetate